BrCC1=C(C=C(C=C1)[N+](=O)[O-])CBr 1,2-bis(bromomethyl)-4-nitrobenzene